(S)-1-(3,3-dimethylbutoxy)-1-oxopropan CC(CCOC(CC)=O)(C)C